(2E)-N-(3-bromo-2,4-difluoro-phenyl)-2-hydroxyimino-acetamide BrC=1C(=C(C=CC1F)NC(/C=N/O)=O)F